(propoxyl)glycerol triacrylate C(C=C)(=O)OC(C(OC(C=C)=O)COC(C=C)=O)OCCC